FC1=CC=C(C=C1)NC(=O)C1(CC1)C(=O)O 1-((4-fluorophenyl)carbamoyl)cyclopropanecarboxylic acid